C(C)C1=CC=C(C=C1)S(=O)(=O)C=1C=NC2=CC=C(C=C2C1N1CCC(CC1)N1CCC(CC1)O)C(=O)OCC ethyl 3-((4-ethylphenyl)sulfonyl)-4-(4-hydroxy-[1,4'-bipiperidin]-1'-yl)quinoline-6-carboxylate